3-(5-(3,6-Dihydro-2H-pyran-4-yl)-3-(4-(piperazin-1-ylmethyl)phenyl)-3H-imidazo[4,5-b]pyridin-2-yl)pyridin-2-amine O1CCC(=CC1)C1=CC=C2C(=N1)N(C(=N2)C=2C(=NC=CC2)N)C2=CC=C(C=C2)CN2CCNCC2